CC=1C=CC=C2C(NC(=NC12)CSC1CCN(CC1)CC1=CC=C(C=C1)NC(C)=O)=O N-(4-((4-(((8-Methyl-4-oxo-3,4-dihydroquinazolin-2-yl)methyl)thio)piperidin-1-yl)methyl)phenyl)acetamide